ClC=1C=C(C=CC1)[C@@H]1[C@H](C1)C(=O)NC1=NC=NC(=C1)NCC=1N=C2N(C=C(C=C2C2(CN(C2)C)O)C2CC2)C1 (1S,2S)-2-(3-chlorophenyl)-N-(6-(((6-cyclopropyl-8-(3-hydroxy-1-methyl-azetidin-3-yl)imidazo[1,2-a]pyridin-2-yl)methyl)amino)pyrimidin-4-yl)cyclopropane-1-carboxamide